CC1=CC=2C(C3=CC(=CC=C3N(C2C=C1)CCCCOP(O)(O)=O)C)(C)C [4-(2,7-dimethyl-9,9-dimethylacrid-10-yl)butyl]phosphoric acid